2-cyano-3-(1-methyl-2-phenyl-1H-indol-3-yl)-2-propenyloxyethyl acrylate C(C=C)(=O)OCC(OC=CCC1=C(N(C2=CC=CC=C12)C)C1=CC=CC=C1)C#N